1,1',2',3',4',5',6,6',7',8,8'-Undecadeuterio-N-(2,3,6,7,8-pentadeuterio-9,9-dimethylfluoren-4-yl)-N-(3,4,6,7,8-pentadeuterio-9,9-dimethylfluoren-2-yl)-9,9'-spirobi[fluorene]-4-amine [2H]C1=CC=C(C=2C3=CC(=CC(=C3C3(C12)C1=C(C(=C(C(=C1C=1C(=C(C(=C(C13)[2H])[2H])[2H])[2H])[2H])[2H])[2H])[2H])[2H])[2H])N(C1=CC=3C(C2=C(C(=C(C=C2C3C(=C1[2H])[2H])[2H])[2H])[2H])(C)C)C1=C(C(=CC=3C(C2=C(C(=C(C=C2C13)[2H])[2H])[2H])(C)C)[2H])[2H]